C(C)OC=1C=C(C=2N(C1)N=C1C2C=NN1)C=1C=CC(=NC1)N1CC(CCC1)O 1-(5-(6-ethoxy-1H-pyrazolo[3',4':3,4]pyrazolo[1,5-a]pyridin-4-yl)pyridin-2-yl)piperidin-3-ol